epiminocyclohepta[d]pyrimidine-10-carboxamide N1C2=NC(=C3C1=CC=CC=C3)N2C(=O)N